3-(benzyloxy)-1-(2,6-dichloropyridin-4-yl)cyclobutane-1-carboxylic acid C(C1=CC=CC=C1)OC1CC(C1)(C(=O)O)C1=CC(=NC(=C1)Cl)Cl